3'-[(3-fluoro-2-methoxyphenyl)amino]-4'-oxo-2'-(pyrimidin-4-yl)-5',6'-dihydro-1'h-spiro[piperidine-4,7'-pyrrolo[3,2-c]pyridine]-1-carboxylic acid tert-butyl ester C(C)(C)(C)OC(=O)N1CCC2(C3=C(C(NC2)=O)C(=C(N3)C3=NC=NC=C3)NC3=C(C(=CC=C3)F)OC)CC1